2-((tert-butyldimethylsilyl)oxy)-1-(3-chlorophenyl)ethyl (6-(((6-cyclopropylimidazo[1,2-a]pyridin-2-yl)methyl)amino)pyrimidin-4-yl)carbamate C1(CC1)C=1C=CC=2N(C1)C=C(N2)CNC2=CC(=NC=N2)NC(OC(CO[Si](C)(C)C(C)(C)C)C2=CC(=CC=C2)Cl)=O